CC1=NN(C=C1NC1=NC=C(C(=N1)NCCCNC(=O)C1CCOCC1)C(F)(F)F)C1CCN(CC1)C N-(3-((2-((3-methyl-1-(1-methylpiperidin-4-yl)-1H-pyrazol-4-yl)amino)-5-(trifluoromethyl)pyrimidin-4-yl)amino)propyl)tetrahydro-2H-pyran-4-carboxamide